N1(CCC1)C1=NC=C(C=N1)C=O 2-(azetidin-1-yl)pyrimidine-5-carbaldehyde